CN(S(=O)(=O)C)C1CCNCC1 N-methyl-N-piperidin-4-yl-methane-sulfonamide